C1(CCCCC1)CN1C(C(=CC2=C1N=C(N=C2)NC=2C=C1CCNCC1=CC2)C#N)=O 8-(cyclohexylmethyl)-7-oxo-2-((1,2,3,4-tetrahydroisoquinolin-6-yl)amino)-7,8-dihydropyrido[2,3-d]pyrimidine-6-carbonitrile